C1(CC1)N1N=C(C(C(=C1)C1=CC=C(C=C1)F)=O)C(=O)N 1-cyclopropyl-5-(4-fluorophenyl)-4-oxo-1,4-dihydropyridazine-3-carboxamide